C1(CCC1)CN1C(N(CC12CCC(CC2)(C2=CC=CC=C2)N(C)C)CCC(=O)NC2=CC(=NC=C2)OC)=O CIS-3-[1-(cyclobutyl-methyl)-8-dimethylamino-2-oxo-8-phenyl-1,3-diazaspiro[4.5]decan-3-yl]-N-(2-methoxy-pyridin-4-yl)-propionamide